Ethyl 2-bromo-6,6-dimethyl-5,7-dihydropyrazolo[5,1-b][1,3]oxazine-3-carboxylate BrC1=NN2C(OCC(C2)(C)C)=C1C(=O)OCC